(2-bromo-5-chlorophenyl)aniline BrC1=C(C=C(C=C1)Cl)NC1=CC=CC=C1